C(C1=CC=CC=C1)SCCCCCC benzylthiohexane